tert-Butyl 5-(4-chloro-1,3,5-triazin-2-yl)hexahydropyrrolo[3,4-c]pyrrole-2(1H)-carboxylate ClC1=NC(=NC=N1)N1CC2C(C1)CN(C2)C(=O)OC(C)(C)C